ethyl (e)-3-(3-(3,5-dimethylphenyl)benzo[c]isoxazol-5-yl)acrylate CC=1C=C(C=C(C1)C)C1=C2C(=NO1)C=CC(=C2)/C=C/C(=O)OCC